C(C)(=O)[O-].C(CCCCC)OC=1C(=NSN1)C1=CCC[N+](C1)(C(C)OC(CCCCCCC)=O)C 5-(4-(hexyloxy)-1,2,5-thiadiazol-3-yl)-1-methyl-1-(1-(octanoyloxy)ethyl)-1,2,3,6-tetrahydropyridin-1-ium acetate